COC[C@]12CCC(C[C@@H]1CC[C@H]1[C@@H]3CCC([C@@]3(C)CC[C@H]21)=O)=O (5alpha)-19-methoxyandrostane-3,17-dione